CCC(C(=O)C1=CC=C(C=C1)SC)(N1CCOCC1)C dimethyl-1-[4-(methylthio)phenyl]-2-morpholino-1-propanone